FC1=C(C=C(C(=C1)O)F)N(C(=O)C1(CC1)C(=O)N)C1=CC=C(C=C1)F N-(2,5-difluoro-4-hydroxyphenyl)-N-(4-fluorophenyl)cyclopropane-1,1-dicarboxamide